2-(10-(4-chlorodibenzofuran-2-yl)anthracen-9-yl)-4,6-diphenyl-1,3,5-triazine ClC1=CC(=CC2=C1OC1=C2C=CC=C1)C1=C2C=CC=CC2=C(C2=CC=CC=C12)C1=NC(=NC(=N1)C1=CC=CC=C1)C1=CC=CC=C1